1-(4-chlorobicyclo[4.2.0]octa-1(6),2,4-trien-7-yl)-3-(6-(((6-cyclopropylimidazo[1,2-a]pyridin-2-yl)methyl)amino)pyrimidin-4-yl)urea ClC=1C=CC=2CC(C2C1)NC(=O)NC1=NC=NC(=C1)NCC=1N=C2N(C=C(C=C2)C2CC2)C1